(5-(1-adamantyl)-2'-bromo-6-(methoxymethoxy)-[1,1'-biphenyl]-3-yl)(3,3-dimethylbutyl)dimethylsilane C12(CC3CC(CC(C1)C3)C2)C=2C=C(C=C(C2OCOC)C2=C(C=CC=C2)Br)[Si](C)(C)CCC(C)(C)C